FC(F)F tri-fluoromethane